(R)-5-(2,2-dimethyl-4H-1,3-benzodioxin-6-yl)-1,3-oxazolidine-2-one CC1(OCC2=C(O1)C=CC(=C2)[C@@H]2CNC(O2)=O)C